normal-Butyl-benzene C(CCC)C1=CC=CC=C1